C(C)OCOC1=C(C=CC(=C1)C#CC)C1=C(C=C(N=N1)N[C@H]1[C@H](CCCC1)O)C (1S,2R)-2-((6-(2-(ethoxymethoxy)-4-(prop-1-yn-1-yl)phenyl)-5-methylpyridazin-3-yl)amino)cyclohexane-1-ol